ClC=1C(=NC=CC1C1=C(C(=CC=C1)C1=NC(=C(C=C1)C=1NCCN1)OC)Cl)C1=CC(=C(C=C1)C=1NCCN1)OC 3-Chloro-4-(2-chloro-3-(5-(4,5-dihydro-1H-imidazol-2-yl)-6-methoxypyridin-2-yl)phenyl)-2-(4-(4,5-dihydro-1H-imidazol-2-yl)-3-methoxyphenyl)pyridine